ClC1=C(C=CC(=C1)C(F)(F)F)S(=O)(=O)CC(=O)C1=CC=C(C=C1)C1=NOC(=N1)C(F)(F)Cl 2-((2-chloro-4-(trifluoromethyl)phenyl)sulfonyl)-1-(4-(5-(chlorodifluoromethyl)-1,2,4-oxadiazol-3-yl)phenyl)ethan-1-one